N-(3-cyano-1H-indol-5-yl)isonicotinamide C(#N)C1=CNC2=CC=C(C=C12)NC(C1=CC=NC=C1)=O